1-nonanoate C(CCCCCCCC)(=O)[O-]